[P-]1C(CCC1)C(=O)[O-] phospholanidate